CC1(OC[C@@H]1OC1=NN(C=C1NC=1N=CC2=C(N1)N(C(=C2)C#N)[C@H]2COC[C@@H]2C)C([2H])([2H])[2H])C 2-((3-(((S)-2,2-dimethyloxetan-3-yl)oxy)-1-(methyl-d3)-1H-pyrazol-4-yl)amino)-7-((3r,4r)-4-methyltetrahydrofuran-3-yl)-7H-pyrrolo[2,3-d]pyrimidine-6-carbonitrile